FC(CCOC=1C=C2CCC[C@@H](C2=CC1)CNC=1C=NC=CC1C(=O)O)(F)F 3-({[(1S)-6-(3,3,3-trifluoropropoxy)-1,2,3,4-tetrahydronaphthalen-1-yl]methyl}amino)pyridine-4-carboxylic acid